5-(3-methyl-2-oxo-3,8-diazabicyclo[3.2.1]octan-8-yl)-1H-pyrazolo[4,3-d]pyrimidin CN1C(C2CCC(C1)N2C=2N=CC1=C(N2)C=NN1)=O